ethyl 6-bromo-8-(methylamino)imidazo[1,2-a]pyrazine-3-carboxylate BrC=1N=C(C=2N(C1)C(=CN2)C(=O)OCC)NC